COC(=O)C1(CC2=C(C(=CC(=C2C1)C)CCC1=CC=CC=C1)C)C(=O)OC 4,7-dimethyl-6-phenethyl-1,3-dihydro-2H-indene-2,2-dicarboxylic acid dimethyl ester